[Mg].O=C[C@@H](O)[C@@H](O)[C@H](O)[C@H](O)CO mannose magnesium salt